4-(2-acetyl-7,10-dioxo-6-(4-(trifluoromethyl)benzyl)-2,6,9-triazaspiro[4.5]decan-9-yl)-3-fluorobenzonitrile C(C)(=O)N1CC2(CC1)N(C(CN(C2=O)C2=C(C=C(C#N)C=C2)F)=O)CC2=CC=C(C=C2)C(F)(F)F